4-oxo-5-amino-valeric acid O=C(CCC(=O)O)CN